C1=CC=CC=2C=3C=CC4=C(C3NC12)C1=CC=CC=C1C41C4=CC=CC=C4C=4C=CC=CC41 Spiro[9H-fluoren-9,7'(12'H)-indeno[1,2-a]carbazole]